tert-butyl 3-(pyridin-4-yl)-2-[4-(trifluoromethyl)phenyl]-6,7-dihydropyrazolo[1,5-a]pyrazine-5(4H)-carboxylate N1=CC=C(C=C1)C=1C(=NN2C1CN(CC2)C(=O)OC(C)(C)C)C2=CC=C(C=C2)C(F)(F)F